The molecule is a hydroxy fatty acid ascaroside anion that is the conjugate base of oscr#21, obtained by deprotonation of the carboxy group; major species at pH 7.3. It is a conjugate base of an oscr#21. C[C@H]1[C@@H](C[C@H]([C@@H](O1)OCCCCCCCCCC/C=C/C(=O)[O-])O)O